N=1C=CN2C1N=CC(=C2)C=2C=CN1N=C(N=CC12)NC1CCOCC1 5-(imidazo[1,2-a]pyrimidin-6-yl)-N-(tetrahydro-2H-pyran-4-yl)pyrrolo[2,1-f][1,2,4]triazin-2-amine